C(C)N1N=C(N=C1)NC(=O)C=1C(=CC=2N(C1)C(=C(N2)C(C2=CC=CC=C2)(C2=CC=CC=C2)O)CC)OC 3-Ethyl-2-(hydroxy-diphenyl-methyl)-7-methoxy-imidazo[1,2-a]pyridine-6-carboxylic acid (1-ethyl-1H-[1,2,4]triazol-3-yl)-amide